5-(Difluoromethyl)-1-methylpyrrolidin-3-yl (8-amino-7-fluoro-6-(8-methyl-2,3-dihydro-1H-pyrido[2,3-b][1,4]oxazin-7-yl)isoquinolin-3-yl)carbamate NC=1C(=C(C=C2C=C(N=CC12)NC(OC1CN(C(C1)C(F)F)C)=O)C1=C(C2=C(OCCN2)N=C1)C)F